1-(3-bromophenyl)-4,4,4-trifluoro-butane-1,3-dione BrC=1C=C(C=CC1)C(CC(C(F)(F)F)=O)=O